(S)-7-(3-fluoro-4-(2-(methylamino)ethoxy)benzyl)-2-(pentan-2-yloxy)imidazo[2,1-f][1,2,4]triazin-4-amine FC=1C=C(CC2=CN=C3C(=NC(=NN32)O[C@@H](C)CCC)N)C=CC1OCCNC